3-(3-methyl-2-oxo-4-((7-(piperidin-1-yl)heptyl)amino)-2,3-dihydro-1H-benzo[d]imidazol-1-yl)piperidine-2,6-dione CN1C(N(C2=C1C(=CC=C2)NCCCCCCCN2CCCCC2)C2C(NC(CC2)=O)=O)=O